C(C)(C)(C)OC(N(C)CCC1=CC(=CC=C1)O)=O [2-(3-hydroxyphenyl)ethyl]methyl-carbamic acid tert-butyl ester